NC1=NC(=C2C(=N1)N(N=C2)C(C2=CC=CC=C2)(F)F)C=2C(=C(C#N)C=CC2)F 3-(6-amino-1-(difluorobenzyl)-1H-pyrazolo[3,4-d]pyrimidin-4-yl)-2-fluorobenzonitrile